ClC1=C(C2=CN(N=C2C(=C1F)NC(C)C)C1OCCCC1)C=1N=CC=2N(C1)C=C(N2)N2CCOCC2 5-chloro-6-fluoro-N-isopropyl-4-(2-morpholinoimidazo[1,2-a]pyrazin-6-yl)-2-tetrahydropyran-2-yl-indazol-7-amine